CC1SCC(C1=O)C(=O)OC 2-methyl-4-methoxycarbonyl-3-oxotetrahydrothiophene